N-(2-bromobenzenesulfonyl)diphenylsulfilimine BrC1=C(C=CC=C1)S(=O)(=O)N=S(C1=CC=CC=C1)C1=CC=CC=C1